ClC=1N=C(C2=C(N1)C(=CS2)C2=CC=C(C=C2)N2CCOCC2)NC 2-chloro-N-methyl-7-(4-morpholinophenyl)thieno[3,2-d]pyrimidin-4-amine